NN=CNCC(=O)O N-(AMINOIMINOMETHYL)-2-AMINOACETIC ACID